N1(N=CN=C1)C[C@@]12C[C@H](N([C@H]2C1)C(CNC(=O)C=1C=CC=2C(C3=CC=CC=C3C2C1)(F)F)=O)C(=O)O (1S,3S,5S)-5-((1H-1,2,4-triazol-1-yl)methyl)-2-((9,9-difluoro-9H-fluorene-3-carbonyl)glycyl)-2-azabicyclo[3.1.0]hexane-3-carboxylic acid